C(C1=CC=CC=C1)OCC(CCC(C(=O)O)(C)C1=CC(=CC=C1)Br)(F)F 6-(benzyloxy)-2-(3-bromophenyl)-5,5-difluoro-2-methylhexanoic acid